ClC=1C(=C(C=CC1)C=1C=CC=2N(C1)C=C(N2)NC(=O)C2CC2)CO N-(6-(3-chloro-2-(hydroxymethyl)phenyl)imidazo[1,2-a]pyridin-2-yl)cyclopropanecarboxamide